OC1=C(C=C(C=C1)/C=C/C(=O)C1=CC=C(C=C1)S(=O)(=O)N1CCOCC1)[N+](=O)[O-] (E)-3-(4-Hydroxy-3-nitrophenyl)-1-(4-morpholin-4-ylsulfonylphenyl)prop-2-en-1-one